[Fe+2].[O-]S(=O)(=O)C(F)(F)F.[O-]S(=O)(=O)C(F)(F)F triflat iron